FC=1C=C(C=CC1)C1=NC2=C(N1C)C=C(C=C2)C2=CC=C(CN1CCC(CC1)N(C)C)C=C2 1-(4-(2-(3-fluorophenyl)-1-methyl-1H-benzo[d]imidazol-6-yl)benzyl)-N,N-dimethylpiperidin-4-amine